C1(C=CC=C1)(C(=O)[O-])C(=O)[O-].C1(C=CC=C1)(C(=O)[O-])C(=O)[O-].[Fe+2].[Fe+2] ferrous dicyclopentadienediformate